6-(2-aminoethylamino)-8-fluoro-12H-benzothiopyrano[2,3-c]quinolin-12-one NCCNC1=NC2=CC=CC=C2C2=C1SC1=C(C2=O)C=CC=C1F